ethyl (S)-1-(3-(1-(3,4'-difluoro-[1,1'-biphenyl]-4-yl)-2,2,2-trifluoroethyl)ureido)cyclopropane-1-carboxylate FC=1C=C(C=CC1[C@@H](C(F)(F)F)NC(NC1(CC1)C(=O)OCC)=O)C1=CC=C(C=C1)F